O1CCN(CC1)C=1C=C(C#N)C=CC1[N+](=O)[O-] 3-morpholino-4-nitrobenzonitrile